C(CCCCC)(=O)OCC(=O)NCC1=C(C=C(C(=C1)OC)O)I 2-((4-hydroxy-2-iodo-5-methoxybenzyl)amino)-2-oxoethyl hexanoate